C(C)N(C(=O)N[C@@H]1CN([C@@H]2CC=3C4=C(C2=C1)C=CC=C4NC3)C)OC 1-ethyl-1-methoxy-3-((6aR,9S)-7-methyl-4,6,6a,7,8,9-hexahydroindolo[4,3-fg]quinolin-9-yl)urea